BrC1=CC=C(C=C1)N1C([C@@H]2[C@H](C1=O)C=N[C@]2(P(OCC)(=O)OCC)C2=CC=CC=C2)=O |r| Diethyl (1RS,3aSR,6aSR)-5-(4-bromophenyl)-4,6-dioxo-1-phenyl-1,3a,4,5,6,6a-hexahydropyrrolo[3,4-c]pyrrole-1-phosphonate